C(C)(=O)C=1C=C2C(N([C@@](C2=CC1)(OCC1(CC1)CO)C1=CC=C(C=C1)Cl)[C@@H](CC(=O)O)C1=CC=C(C=C1)Cl)=O (S)-3-((R)-5-Acetyl-1-(4-chlorophenyl)-1-((1-(hydroxymethyl)cyclopropyl)methoxy)-3-oxoisoindolin-2-yl)-3-(4-chlorophenyl)propanoic acid